CP(O)(O)=O.C(COCCOCCO)O triethyleneglycol methylphosphonate